C(C)OC=1C=C(C=CC1[C@H]1N([C@@H](CC2=C3C(=CC=C12)NN=C3)C)CC3(CC3)F)NC3CNC3 N-(3-ethoxy-4-((6S,8R)-7-((1-fluorocyclopropyl)methyl)-8-methyl-6,7,8,9-tetrahydro-3H-pyrazolo[4,3-f]isoquinolin-6-yl)phenyl)azetidin-3-amine